CC1=CC=C(C=C1)S(=O)(=O)OC(C([2H])([2H])C1CCN(CC1)C1=CC=2N(C=C1)C1=C(N2)C=CC=C1)([2H])[2H] 2-(1-(benzo[4,5]imidazo[1,2-a]pyridin-3-yl)piperidin-4-yl)ethyl-1,1,2,2-d4 4-methylbenzenesulfonate